(R)-8-(4-(tert-butyl)piperidin-1-yl)-N-(1-hydroxypropan-2-yl)-6-methoxyquinoline-3-carboxamide C(C)(C)(C)C1CCN(CC1)C=1C=C(C=C2C=C(C=NC12)C(=O)N[C@@H](CO)C)OC